C(C)(C)(C)OC(=O)NCC(C(=O)O)C 3-(tert-butoxycarbonylamino)-2-methyl-propanoic acid